CC(CO)(CO)C 2,2-dimethyl-propane-1,3-diol